3-[4-benzyloxy-1-(4-fluorophenyl)-3-(4-methoxycarbonylphenyl)indol-2-yl]-3-methyl-azetidine-1-carboxylic acid tert-butyl ester C(C)(C)(C)OC(=O)N1CC(C1)(C)C=1N(C2=CC=CC(=C2C1C1=CC=C(C=C1)C(=O)OC)OCC1=CC=CC=C1)C1=CC=C(C=C1)F